(R)-4-(7-(3-aminopiperidine-1-yl)-3-(4-cyclopropyl-2-fluorophenyl)-3H-imidazo[4,5-b]pyridine-2-yl)-2-fluorobenzonitrile N[C@H]1CN(CCC1)C1=C2C(=NC=C1)N(C(=N2)C2=CC(=C(C#N)C=C2)F)C2=C(C=C(C=C2)C2CC2)F